CN(S(=O)(=O)C=1C=C(C=C2C=NNC12)C)CC1=CN=C(N1COCC[Si](C)(C)C)C1=CC(N(C=C1)C)=O N,5-dimethyl-N-((2-(1-methyl-2-oxo-1,2-dihydropyridin-4-yl)-1-((2-(trimethylsilyl)ethoxy)methyl)-1H-imidazol-5-yl)methyl)-1H-indazole-7-sulfonamide